CC1(OC2=CC(=CC(=C2C2=C1C=CC(=C2)C)CCC)O)C 6,6,9-trimethyl-1-propyl-6H-benzo[c]chromen-3-ol